norbornyl-formaldehyde C12(CCC(CC1)C2)C=O